t-butylperoxy isopropyl monocarbonate C(OOOC(C)(C)C)(OC(C)C)=O